hexacyclo[6.6.0.1<2,7>.0<3,6>.1<9,14>.0<10,13>]hexadecane-4,5,11,12-tetracarboxylic acid C12C3C4C(C(C4C(C2C2C4C(C(C4C1C2)C(=O)O)C(=O)O)C3)C(=O)O)C(=O)O